CC1=CC=C(C=2COC(OCC21)C=2N=C(SC2)C2CCN(CC2)C(CN2N=C(C=C2C)C(F)(F)F)=O)OS(=O)(=O)C 4-[4-(6-methyl-9-methylsulfonyloxy-1,5-dihydro-3H-2,4-benzodioxepin-3-yl)-2-thiazolyl]-1-[2-[5-methyl-3-(trifluoromethyl)-1H-pyrazol-1-yl]acetyl]piperidine